OC=1C(=NC(=C(C(=O)OC)C1)OC)C1=CC=C(C=C1)C(F)(F)F methyl 5-hydroxy-2-methoxy-6-(4-(trifluoromethyl)phenyl)nicotinate